(1S,2R,5R)-8-acetyl-N-hydroxy-3-((6-(4-(2,2,2-trifluoro-ethoxy)phenoxy)-pyridin-3-yl)-sulfonyl)-3,8-diazabicyclo[3.2.1]-octane-2-carboxamide C(C)(=O)N1[C@@H]2[C@@H](N(C[C@H]1CC2)S(=O)(=O)C=2C=NC(=CC2)OC2=CC=C(C=C2)OCC(F)(F)F)C(=O)NO